1-[6-(4,4-difluorocyclohexyl)-5-fluoropyridin-3-yl]pyrazole-4-carboxylic acid FC1(CCC(CC1)C1=C(C=C(C=N1)N1N=CC(=C1)C(=O)O)F)F